1-({2-[(1-methylazetidin-3-yl)methoxy]naphthalen-1-yl}methyl)naphthalen-2-ol CN1CC(C1)COC1=C(C2=CC=CC=C2C=C1)CC1=C(C=CC2=CC=CC=C12)O